N[C@@H](CCC)C(=O)O L-NorValin